L-cysteine-S-oxide N[C@@H](CS=O)C(=O)O